N-(2'-HYDROXYETHYL)-2-PYRROLIDON OCCN1C(CCC1)=O